N-(5-methyl-2-pyridyl)-2-pyridone CC=1C=CC(=NC1)N1C(C=CC=C1)=O